[4-[4-(4-hydroxyphenyl)-1-piperazinyl] phenyl] carbamate C(N)(OC1=CC=C(C=C1)N1CCN(CC1)C1=CC=C(C=C1)O)=O